(5-(3-fluoropyrrolidin-3-yl)pentyl)-1,2,3,4-tetrahydro-1,8-naphthyridine FC1(CNCC1)CCCCCN1CCCC2=CC=CN=C12